N-[(2S)-5-[[(1R,2S)-2-(4-Fluorophenyl)cyclopropyl]amino]-1-(4-carboxypiperidin-1-yl)-1-oxopentan-2-yl]-4-(1H-1,2,3-triazol-1-yl)benzamide FC1=CC=C(C=C1)[C@H]1[C@@H](C1)NCCC[C@@H](C(=O)N1CCC(CC1)C(=O)O)NC(C1=CC=C(C=C1)N1N=NC=C1)=O